ClC=1C=C(C=CC1)[C@@H](CO)NC(=O)C=1NC=C(C1)C1=CC(=NC=C1Cl)NC(C)C N-[(1S)-1-(3-chlorophenyl)-2-hydroxyethyl]-4-[5-chloro-2-(propan-2-ylamino)pyridin-4-yl]-1H-pyrrole-2-carboxamide